P(O)(O)=O.OC(C(C)O)[Na] (1,2-dihydroxypropyl)sodium phosphonate